tert-butyl (2R)-4-(5-chloropyrimidin-2-yl)-2-methylpiperidine-1-carboxylate ClC=1C=NC(=NC1)C1C[C@H](N(CC1)C(=O)OC(C)(C)C)C